OCC([C@@H](C[C@@H]1C(NCC1)=O)NC(=O)[C@@H]1N(C2CCC1CC2)C(=O)C2=CC1=C(N2)C=C(S1)C)=O (R)-N-((R)-4-Hydroxy-3-oxo-1-((R)-2-oxopyrrolidin-3-yl)butan-2-yl)-2-(2-methyl-4H-thieno[3,2-b]pyrrole-5-carbonyl)-2-azabicyclo[2.2.2]octane-3-carboxamide